N-(5-(1-cyclohexylazetidine-3-carboxamido)-2-fluorophenyl)-6-(1-methyl-1H-pyrazol-4-yl)pyrazolo[1,5-a]pyrazine-3-carboxamide C1(CCCCC1)N1CC(C1)C(=O)NC=1C=CC(=C(C1)NC(=O)C=1C=NN2C1C=NC(=C2)C=2C=NN(C2)C)F